CNC1=NC(=NC=C1)N[C@@H]1C[C@@H](CCC1)OCCCN1CCCC1 N4-methyl-N2-((1S,3R)-3-(3-(pyrrolidin-1-yl)propoxy)cyclohexyl)pyrimidine-2,4-diamine